CC=1CCCC(C1)C=1C(=C(C(=CC1O)CCCCC)C1=CSC=C1)O 5'-methyl-4-pentyl-3-(thiophen-3-yl)-1',2',3',4'-tetrahydro-[1,1'-biphenyl]-2,6-diol